C1(CC1)C1=C(C(=NO1)C1=C(C=NC=C1Cl)Cl)/C=C/C1C2CN(CC12)C1=NC2=CC=C(C=C2C=C1)C(=O)O (E)-2-(6-(2-(5-cyclopropyl-3-(3,5-dichloropyridin-4-yl)isoxazol-4-yl)vinyl)-3-azabicyclo[3.1.0]hex-3-yl)quinoline-6-carboxylic acid